2-(5-Azepan-1-yl-pyridin-2-ylamino)-6-bromo-8-cyclopentyl-8H-pyrido[2,3-d]pyrimidin-7-one N1(CCCCCC1)C=1C=CC(=NC1)NC=1N=CC2=C(N1)N(C(C(=C2)Br)=O)C2CCCC2